CC1(CC1)N1C(C(N(C=C1)CC=1N=NC(=CC1)C=1C=NC=CC1)=O)=O 1-(1-methylcyclopropyl)-4-((6-(pyridin-3-yl)pyridazin-3-yl)methyl)-1,4-dihydropyrazine-2,3-dione